OC1=C(C=CC(=C1)C(C)(CCCCCC)C)C1CC(CC2CCCCC12)O 4-[2-hydroxy-4-(2-methyl-2-octanyl)phenyl]decahydro-2-naphthalenol